CN(C=1C=C(C=CC1)[Si](C)(C)C1=CC(=CC=C1)N(C)C)C bis(3-(dimethylamino)phenyl)dimethylsilane